2-(1,4-dioxan-2-yl)-7-methoxyimidazo[1,2-a]pyridin-6-amine O1C(COCC1)C=1N=C2N(C=C(C(=C2)OC)N)C1